O=C([C@@H](CC(=O)O)C([C@H](CC)N1C(C2=CC(=CC=C2C1)C1=CC2=C(NC(N2)=O)C=C1)=O)=O)COC1=C(C(=CC(=C1F)F)F)F (S)-4-oxo-3-((S)-2-(1-oxo-6-(2-oxo-2,3-dihydro-1H-benzo[d]imidazol-5-yl)isoindolin-2-yl)butyryl)-5-(2,3,5,6-tetrafluorophenoxy)pentanoic acid